N-(4'-amino-[1,1'-biphenyl]-4-yl)-8-bromooctanoic acid amide NC1=CC=C(C=C1)C1=CC=C(C=C1)NC(CCCCCCCBr)=O